(R)-N-((3S,5S,8R,9S,10R,13R,14S,17R)-5,14-dihydroxy-10,13-dimethyl-17-(2-oxo-2H-pyran-5-yl)hexadecahydro-1H-cyclopenta[a]phenanthren-3-yl)-3-hydroxypyrrolidine-1-carboxamide O[C@]12C[C@H](CC[C@@]2([C@H]2CC[C@@]3([C@H](CC[C@@]3([C@@H]2CC1)O)C=1C=CC(OC1)=O)C)C)NC(=O)N1C[C@@H](CC1)O